(4,5-dihydro-2H,3'H-spiro[furan-3,1'-isobenzofuran]-4'-yl)methanol C12(OCC3=C(C=CC=C13)CO)COCC2